(1-((5-(Aminomethyl)thiazol-2-yl)sulfonyl)-5-phenylpiperidin-3-yl)(1,1-dioxidothiomorpholino)methanone NCC1=CN=C(S1)S(=O)(=O)N1CC(CC(C1)C1=CC=CC=C1)C(=O)N1CCS(CC1)(=O)=O